ClC1=C(C=CC=C1F)C1C(OCC(N1CC1=CC=C(C=C1)OC)=O)CO 5-(2-Chloro-3-fluorophenyl)-6-(hydroxymethyl)-4-(4-methoxybenzyl)morpholin-3-one